C(C)(=O)OC(C(S(=O)(=O)C1=CC=CC=C1)C1=C(C(=CC=C1)OC)C)C1CCOCC1 2-(3-Methoxy-2-methylphenyl)-2-(phenylsulfonyl)-1-(tetrahydro-2H-pyran-4-yl)ethyl acetate